C(C1=CC=CC=C1)OC1CC(C1)(C(=O)N)O 3-(benzyloxy)-1-hydroxycyclobutane-1-carboxamide